C(C)OC(CC=1CCN(CC1)C(=O)OC(C)(C)C)=O tert-Butyl 4-(2-ethoxy-2-oxoethyl)-3,6-dihydropyridine-1(2H)-carboxylate